4-((1-(3-(1,1-difluoro-2-hydroxyethyl)phenyl)ethyl)amino)-2-methylquinoline FC(CO)(F)C=1C=C(C=CC1)C(C)NC1=CC(=NC2=CC=CC=C12)C